C(C)N(C1CCC(CC1)NC1=C2C=CN(C2=CC=C1)CC(F)(F)F)CC 4-(((1S,4S)-4-(diethylamino)cyclohexyl)amino)-1-(2,2,2-trifluoroethyl)-1H-indol